tert-butyl N-tert-butoxycarbonyl-N-[5-[2-[2-methyl-5-[[4-(trifluoromethyl)pyridine-2-carbonyl]amino]phenyl]ethynyl]thiazol-2-yl]carbamate C(C)(C)(C)OC(=O)N(C(OC(C)(C)C)=O)C=1SC(=CN1)C#CC1=C(C=CC(=C1)NC(=O)C1=NC=CC(=C1)C(F)(F)F)C